chlorooctylamine ClCCCCCCCCN